[N+](=O)([O-])C1=CC=C(C=C1)N1CCC(CC1)C(=O)OC(C)(C)C Tert-butyl 1-(4-nitrophenyl)piperidine-4-carboxylate